N[C@@H]1[C@@H](COCC1)O (3S,4S)-4-amino-3-hydroxytetrahydropyran